1-(trityl)-1H-imidazole C(C1=CC=CC=C1)(C1=CC=CC=C1)(C1=CC=CC=C1)N1C=NC=C1